(1R,3S,4S)-3-(bis(4-methoxybenzyl)amino)-4-hydroxycyclohexane-1-carboxylic acid ethyl ester C(C)OC(=O)[C@H]1C[C@@H]([C@H](CC1)O)N(CC1=CC=C(C=C1)OC)CC1=CC=C(C=C1)OC